rac-(1R,2R,3S,5R)-2-((benzyloxy)carbonyl)-3-(4-bromophenyl)-5-phenoxycyclohexane-1-carboxylic acid C(C1=CC=CC=C1)OC(=O)[C@H]1[C@@H](C[C@@H](C[C@@H]1C1=CC=C(C=C1)Br)OC1=CC=CC=C1)C(=O)O |r|